FC(C(=O)O)(F)F.C(C)#N acetonitrile, trifluoroacetate salt